[Na].O=C1C=C(CC(C1C(=O)OCC)CCCCC)O 3-oxo-4-(ethoxycarbonyl)-5-amyl-1-cyclohexene-1-ol sodium